NC1=CC2=CN(N=C2C2=C1C(NC2=O)(O)C2=C(C=CC(=C2)F)Cl)C 5-amino-6-(2-chloro-5-fluorophenyl)-6-hydroxy-2-methyl-6,7-dihydropyrrolo[3,4-g]indazol-8(2H)-one